FC1=C(C=C(C=C1)N1C(=CC2=C1C=C1C=NN(C1=C2)C(=O)[O-])C(C)C)C 5-(4-fluoro-3-methylphenyl)-6-isopropylpyrrolo[2,3-f]indazole-1(5H)-carboxylate